ClC=1C=CC=C2C(C=C(OC12)C1=CC(=C(OCCOC2CC(C2)C(=O)O)C=C1)C#N)=O 3-[2-[4-(8-chloro-4-oxo-chromen-2-yl)-2-cyano-phenoxy]ethoxy]cyclobutanecarboxylic acid